1-(2-fluoro-5-hydroxybenzyl)-3,4-dimethyl-2-oxo-N-(2,4,6-trifluorobenzyl)-1,2,3,4-tetrahydroquinazoline-7-carboxamide FC1=C(CN2C(N(C(C3=CC=C(C=C23)C(=O)NCC2=C(C=C(C=C2F)F)F)C)C)=O)C=C(C=C1)O